[7-fluoro-2-(hydroxymethyl)indan-5-yl]carbamate FC=1C=C(C=C2CC(CC12)CO)NC([O-])=O